Cl.ClC=1C=CC(=C(C1)C1=C(NC=2C1=NC=CC2)C2=C(C=NC=C2)O[C@H]2CNCC2)F |r| 3-(5-chloro-2-fluorophenyl)-2-(3-{[(3RS)-pyrrolidin-3-yl]oxy}pyridin-4-yl)-1H-pyrrolo[3,2-b]pyridine hydrogen chloride